O1[C@H](COCC1)CN1N=C2C3=C(CC4(C2=C1)CCC4)OC(=C3C(F)(F)F)C(=O)OCC ethyl 2'-{[(2S)-1,4-dioxan-2-yl]methyl}-8'-(trifluoromethyl)-2',5'-dihydrospiro[cyclobutane-1,4'-furo[2,3-g]indazole]-7'-carboxylate